[O-]S(=O)(=O)C(F)(F)F.C(CCCCCCCCCCC)[NH+]1CC(CC1)C 1-dodecyl-3-Methylpyrrolidinium triflate